2,3-diisopropylsuccinic acid C(C)(C)C(C(=O)O)C(C(=O)O)C(C)C